1-(4-ethylphenyl)ethanone C(C)C1=CC=C(C=C1)C(C)=O